2-[4-[4-[(2,6-dioxo-3-piperidinyl)amino]phenyl]-1-piperidinyl]acetic acid hydrochloride Cl.O=C1NC(CCC1NC1=CC=C(C=C1)C1CCN(CC1)CC(=O)O)=O